ClC1=C(C=CC=C1C1=CC=2N(C=C1)C(=NN2)C2=CC=C(CN1[C@H](CCC1)C(=O)O)C=C2)C2=C(C(=CC=C2)C2=CC=C(C=C2)CNCCO)Cl (4-(7-(2,2'-dichloro-4''-(((2-hydroxyethyl)amino)methyl)-[1,1':3',1''-terphenyl]-3-yl)-[1,2,4]triazolo[4,3-a]pyridin-3-yl)benzyl)-D-proline